5-trifluoromethyl-1-phenyl-2(1H)-pyridone FC(C=1C=CC(N(C1)C1=CC=CC=C1)=O)(F)F